N-((3S,4R)-3-fluoro-1-(oxetan-3-yl)piperidin-4-yl)-4-methoxy-5-(1-(2,2,2-trifluoroethyl)-1H-benzo[d][1,2,3]triazol-6-yl)pyrrolo[2,1-f][1,2,4]triazin-7-d-2-amine F[C@H]1CN(CC[C@H]1NC1=NN2C(C(=N1)OC)=C(C=C2[2H])C=2C=CC1=C(N(N=N1)CC(F)(F)F)C2)C2COC2